3,3,3-trifluoro-N-(5-(8-isopropyl-2-(((1r,4r)-4-((2-methoxyethyl)-(methyl)amino)cyclohexyl)amino)-7-oxo-7,8-dihydropyrido[2,3-d]-pyrimidin-6-yl)pyridin-2-yl)propane-1-sulfonamide FC(CCS(=O)(=O)NC1=NC=C(C=C1)C1=CC2=C(N=C(N=C2)NC2CCC(CC2)N(C)CCOC)N(C1=O)C(C)C)(F)F